C(C)(CC)NC=1C(=C(C(=C2C=NNC12)C=1N=CC=2N(C1)C=C(N2)NC(=O)[C@H]2[C@H](C2)F)Cl)F (1S,2S)-N-(6-(7-(sec-butylamino)-5-chloro-6-fluoro-1H-indazol-4-yl)imidazo[1,2-a]pyrazin-2-yl)-2-fluorocyclopropane-1-carboxamide